[Cl-].ON1CN(C=C1)C 1-hydroxy-3-methyl-imidazole chloride